2-Heptanon CC(CCCCC)=O